C1(CCC1)N1CCN(CC1)C=1C=CC=2N(C(C=C(N2)C2=NN3C(C(=NC(=C3)C)CC)=C2)=O)C1 7-(4-cyclobutylpiperazin-1-yl)-2-(4-ethyl-6-methylpyrazolo[1,5-a]pyrazin-2-yl)-4H-pyrido[1,2-a]pyrimidin-4-one